6-[5-[(1S)-1-[[8-iodo-6-(trifluoromethyl)quinazolin-4-yl]amino]ethyl]-1,2,4-triazol-1-yl]pyridine-3-carbonitrile IC=1C=C(C=C2C(=NC=NC12)N[C@@H](C)C1=NC=NN1C1=CC=C(C=N1)C#N)C(F)(F)F